CC1=NC2=CC(=C(C=C2N=C1)C)[N+](=O)[O-] 2,6-dimethyl-7-nitroquinoxaline